N-[[2-[(4-methoxyphenyl)methoxy]phenyl]methyl]-2-methylpropan-2-amine COC1=CC=C(C=C1)COC1=C(C=CC=C1)CNC(C)(C)C